N-(4-(5-(6-(3-cyanopyrrolo[1,2-b]pyridazin-7-yl)-4-((tetrahydro-2H-pyran-4-yl)amino)pyridin-3-yl)-1,3,4-thiadiazol-2-yl)bicyclo[2.2.2]octan-1-yl)acetamide C(#N)C1=CC=2N(N=C1)C(=CC2)C2=CC(=C(C=N2)C2=NN=C(S2)C21CCC(CC2)(CC1)NC(C)=O)NC1CCOCC1